FC=1C=C2C(=NC1)N(N=C2C#N)C2=C(C=CC=C2)F 5-fluoro-1-(2-fluorophenyl)-1H-pyrazolo[3,4-B]pyridine-3-carbonitrile